CC1=NOC(=C1)CC(=O)O 3-methylisoxazole-5-acetic acid